The molecule is a pentacyclic triterpenoid with formula C30H44O5, originally isolated from the bark of Tripterygium wilfordii. It has a role as a plant metabolite. It is a pentacyclic triterpenoid, a hydroxy monocarboxylic acid, an enone, a cyclic terpene ketone, an enol and an aliphatic aldehyde. It derives from a hydride of a friedelane. CC1=C(C(=O)C[C@@H]2[C@@]1(CC[C@H]3[C@]2(CC[C@@]4([C@@]3(CC[C@@]5([C@H]4C[C@](CC5)(C)C(=O)O)C)C)C)C)C=O)O